C(CCCCCCCCCCCC)C1=NC2=C(N1C=1C=C(SC1)C(=O)N)C=CC=C2 4-(2-tridecyl-1H-benzo[d]imidazol-1-yl)thiophene-2-carboxamide